C1(CC1)C=1C(=NC(=NC1)NC=1C(=NN(C1)C1CC2CCC(C1)N2C)C)NCCCN2CCN(CCC2=O)C 4-(3-((5-Cyclopropyl-2-((3-methyl-1-(8-methyl-8-azabicyclo[3.2.1]octan-3-yl)-1H-pyrazol-4-yl)amino)pyrimidin-4-yl)amino)propyl)-1-methyl-1,4-diazepan-5-on